NC=1C=C(C=CC1)N1N=C(C2=CC=CC=C12)NC=1C=C2C=NNC2=CC1 1-(3-aminophenyl)-N-(1H-indazol-5-yl)-1H-indazol-3-amine